C(C=C)C1=C(C(=CC=C1)OCC1=CC=CC=C1)O 2-allyl-6-(benzyloxy)phenol